FC1=C(C=C(C(=C1)N)F)C1=C(C=C(N)C=C1)F 2,2',5-trifluoroBenzidine